N-((R)-methyl(1-(6-((R)-3-methylmorpholino)-2-(naphthalen-1-yl)pyrimidin-4-yl)cyclopropyl)(oxo)-λ6-sulfaneylidene)-pivalamide C[S@@](=NC(C(C)(C)C)=O)(=O)C1(CC1)C1=NC(=NC(=C1)N1[C@@H](COCC1)C)C1=CC=CC2=CC=CC=C12